CC=1N=C(SC1C)NC(C1=C(C=C(C=C1)C)[N+](=O)[O-])=O N-(4,5-dimethylthiazol-2-yl)-4-methyl-2-nitrobenzamide